benzyl N-(3-iodo-4,5,6,7-tetrahydrobenzothiophen-5-yl)-N-methyl-carbamate IC1=CSC2=C1CC(CC2)N(C(OCC2=CC=CC=C2)=O)C